OC1=C(C=CC=C1)NC=1SC(C(N1)C(=O)O)(C)C 2-((2-hydroxyphenyl)amino)-5,5-dimethyl-4,5-dihydrothiazole-4-carboxylic acid